N-(3-chloro-2-methylphenyl)-2-(2-methylpentan-2-yl)-6-({[2-(trifluoromethyl)phenyl]carbonyl}amino)-1H-benzoimidazole-4-carboxamide ClC=1C(=C(C=CC1)NC(=O)C1=CC(=CC=2NC(=NC21)C(C)(CCC)C)NC(=O)C2=C(C=CC=C2)C(F)(F)F)C